tert-butyl (2S,4R)-4-[(5-fluoro-2-pyridinyl) oxy]-2-methyl-pyrrolidine-1-carboxylate FC=1C=CC(=NC1)O[C@@H]1C[C@@H](N(C1)C(=O)OC(C)(C)C)C